(tert-butoxycarbonyl)-L-alanine 2,2-dimethylbutyl ester CC(COC([C@@H](NC(=O)OC(C)(C)C)C)=O)(CC)C